FC(C(=O)O)(F)F.CC1([C@H]2CN[C@@H]([C@@H]12)C(=O)NC1=CC(=C(C=C1)C)C(N[C@H](C)C1=CC=CC2=CC=CC=C12)=O)C (1R,2S,5S)-6,6-dimethyl-N-(4-methyl-3-(((R)-1-(naphthalen-1-yl)ethyl)carbamoyl)phenyl)-3-azabicyclo[3.1.0]hexane-2-carboxamide 2,2,2-trifluoroacetate